2-(2-(2-(2-(4-(2-bromophenyl)-1H-1,2,3-triazol-1-yl)ethoxy)ethoxy)ethoxy)ethan-1-amine BrC1=C(C=CC=C1)C=1N=NN(C1)CCOCCOCCOCCN